hydroxyhydrocodone CN1CCC23C4C1CC5=C2C(=C(C=C5O)OC)OC3C(=O)CC4